(1S,3S)-3-((2-Amino-5-fluoro-7-(1H-pyrazol-3-yl)quinolin-4-yl)amino)cyclopentan-1-ol NC1=NC2=CC(=CC(=C2C(=C1)N[C@@H]1C[C@H](CC1)O)F)C1=NNC=C1